C(C1=CC(OC)=C(O)C(OC)=C1)(=O)O.C(C1=CC(OC)=C(O)C(OC)=C1)(=O)O.CCCCCC Hexane disyringate